COC1=NC=CC(=C1)C1(CCCC1)OCC(=O)N1CC2CCC(C1)N2C2=NC=C(C#N)C=C2 6-(3-(2-((1-(2-methoxypyridin-4-yl)cyclopentyl)oxy)acetyl)-3,8-diazabicyclo[3.2.1]octan-8-yl)nicotinonitrile